tert-butyl-(1-(4-((3-carbamoyl-1-(2,6-dichlorophenyl)-1H-pyrazol-4-yl)amino)benzoyl)pyrrolidin-3-yl)carbamate C(C)(C)(C)OC(NC1CN(CC1)C(C1=CC=C(C=C1)NC=1C(=NN(C1)C1=C(C=CC=C1Cl)Cl)C(N)=O)=O)=O